C(C)(C)(C)OC(=O)N1CCC(=CC1)C=1C=CN2N=CN=C(C21)O tert-Butyl-4-(4-hydroxypyrrolo[2,1-f][1,2,4]triazin-5-yl)-3,6-dihydro-2H-pyridine-1-carboxylate